COC(C)(C)C12CN(CC(C1)C2)C(=O)OC(C)(C)C tert-butyl 1-(1-methoxy-1-methyl-ethyl)-3-azabicyclo[3.1.1]heptane-3-carboxylate